N-(2-(2-fluoro-3-(3-methoxyprop-1-yn-1-yl)benzyl)-1-isobutyrylpyrrolidin-3-yl)ethanesulfonamide FC1=C(CC2N(CCC2NS(=O)(=O)CC)C(C(C)C)=O)C=CC=C1C#CCOC